NCC1(N(C1)N1CC1)C(F)(F)F Aminomethyl-trifluoromethyl-biaziridine